FC1=C2C(NC(=NC2=CC(=C1)OCC1CCN(CC1)C(=O)C1=CC=C(C=C1)NC1C(NC(CC1)=O)=O)CSC1CCOCC1)=O 3-((4-(4-(((5-fluoro-4-oxo-2-(((tetrahydro-2H-pyran-4-yl)thio)methyl)-3,4-dihydroquinazolin-7-yl)oxy)methyl)piperidine-1-carbonyl)phenyl)amino)piperidine-2,6-dione